1-(5-((R)-2-(2,5-difluorophenyl)-4,4-difluoropyrrolidin-1-yl)pyrazolo[1,5-a]pyrimidin-3-yl)-3-((1S,2R)-2-fluorocyclopropyl)thiourea FC1=C(C=C(C=C1)F)[C@@H]1N(CC(C1)(F)F)C1=NC=2N(C=C1)N=CC2NC(=S)N[C@@H]2[C@@H](C2)F